2-(1-(5-(2,6-dioxopiperidin-3-yl)pyridin-2-yl)piperidin-4-yl)acetic acid O=C1NC(CCC1C=1C=CC(=NC1)N1CCC(CC1)CC(=O)O)=O